(Z)-1-(4-(3,3-difluoropropoxy)-2,6-difluorophenyl)-N-(1-((2-(trimethylsilyl)ethoxy)methyl)-1H-benzo[d]imidazol-5-yl)methanimine FC(CCOC1=CC(=C(C(=C1)F)\C=N/C1=CC2=C(N(C=N2)COCC[Si](C)(C)C)C=C1)F)F